NC1=C(C=C(C=C1)NC(=O)C1=NC=C(N=C1)C)OC N-(4-amino-3-methoxyphenyl)-5-methylpyrazine-2-carboxamide